azabenzonaphthofuran N1=COC2=C1C1=C(C=CC=3C=CC=CC13)C=C2